(S)-Chroman-7-yl(2,7-dimethyl-3-(1-methyl-3-(trifluoromethyl)-1H-pyrazol-4-yl)-2,4,5,7-tetrahydro-6H-pyrazolo[3,4-c]pyridin-6-yl)methanone O1CCCC2=CC=C(C=C12)C(=O)N1[C@H](C=2C(CC1)=C(N(N2)C)C=2C(=NN(C2)C)C(F)(F)F)C